3-Phenyl-N-(1-(pyridin-4-ylmethyl)-1H-pyrazol-3-yl)propanamide C1(=CC=CC=C1)CCC(=O)NC1=NN(C=C1)CC1=CC=NC=C1